CS(=O)(=O)O[C@@H](COC)C1=CC=CC=C1 (R)-2-methoxy-1-phenylethyl methanesulfonate